N-(3-chloro-4-((2-(dimethylamino)-2-oxoethyl)thio)phenyl)-4-(3-ethynylpyridin-4-yl)-2,3,5,6-Tetrafluorobenzamide ClC=1C=C(C=CC1SCC(=O)N(C)C)NC(C1=C(C(=C(C(=C1F)F)C1=C(C=NC=C1)C#C)F)F)=O